3-(benzyloxy)-1-((tert-butoxycarbonyl)amino)-4-oxo-1,4-dihydropyridine-2-carboxylic acid ethyl ester C(C)OC(=O)C=1N(C=CC(C1OCC1=CC=CC=C1)=O)NC(=O)OC(C)(C)C